Fmocleucine methyl ester COC([C@@H](NC(=O)OCC1C2=CC=CC=C2C2=CC=CC=C12)CC(C)C)=O